3,5-bis((1-benzyl-1H-1,2,3-triazol-4-yl)methylene)-1-(propylsulfonyl)piperidin-4-one C(C1=CC=CC=C1)N1N=NC(=C1)C=C1CN(CC(C1=O)=CC=1N=NN(C1)CC1=CC=CC=C1)S(=O)(=O)CCC